1,3-bis{[2-(2-methylpropoxy)cyclohexane-1-yl]methyl}imidazolium CC(COC1C(CCCC1)CN1C=[N+](C=C1)CC1C(CCCC1)OCC(C)C)C